(S)-4-(6-bromo-4-(((tertbutyldiphenylsilyl)oxy)methyl)pyridin-2-yl)-5-ethylmorpholin-3-one BrC1=CC(=CC(=N1)N1C(COC[C@@H]1CC)=O)CO[Si](C1=CC=CC=C1)(C1=CC=CC=C1)C(C)(C)C